FC1=C(C(=O)NC)C=CC(=C1)C1=CN=C2C(=N1)N(C=N2)C(C)C=2C=C1C=CC=NC1=CC2F 2-fluoro-4-(1-(1-(7-fluoroquinolin-6-yl)-ethyl)-1H-imidazo[4,5-b]pyrazin-6-yl)-N-methylbenzamide